(Boc)(8-bromo-[1,2,4]triazolo[4,3-a]pyridin-6-yl)carbamic acid tert-butyl ester C(C)(C)(C)OC(N(C=1C=C(C=2N(C1)C=NN2)Br)C(=O)OC(C)(C)C)=O